(+-)-4-(3-(2-chloro-4-(tetrahydrofuran-3-yl)phenyl)-1,4-oxazepan-4-yl)-6-methylpyrimidin-2-amine ClC1=C(C=CC(=C1)C1COCC1)C1COCCCN1C1=NC(=NC(=C1)C)N